6-[(1R)-2-benzyloxy-1-methyl-pent-4-enoxy]-3-(tert-butoxycarbonylamino)-5-(trifluoromethyl)pyridine-2-carboxylic acid methyl ester COC(=O)C1=NC(=C(C=C1NC(=O)OC(C)(C)C)C(F)(F)F)O[C@@H](C(CC=C)OCC1=CC=CC=C1)C